NC1=CC=C(C[N+](C2=CC=CC=C2)(CC)CC)C=C1 (4-aminobenzyl)diethylanilinium